hydroxycaproic acid sodium salt [Na+].OC(C(=O)[O-])CCCC